tri-(t-butyl)phosphate C(C)(C)(C)OP(=O)(OC(C)(C)C)OC(C)(C)C